6-((4-(2-(4-chlorophenyl)-2-methylbenzo[d][1,3]dioxol-4-yl)piperidin-1-yl)methyl)-N'-hydroxy-5-methylpyridineformamidine sulfur stibium [Sb].[S].ClC1=CC=C(C=C1)C1(OC2=C(O1)C=CC=C2C2CCN(CC2)CC2=C(C=CC(=N2)C(=NO)N)C)C